ClC=1C=C(C=CC1F)[C@H](C(C)C)N1C[C@@H](N(C[C@H]1C)C=1C=2N=C(N(C2N2C(N1)=NN=C2)C[C@H]2OCCC2)C)C 4-((2S,5R)-4-((S)-1-(3-Chloro-4-fluorophenyl)-2-methylpropyl)-2,5-dimethylpiperazin-1-yl)-2-methyl-1-(((S)-tetrahydrofuran-2-yl)methyl)-1H-[1,2,4]triazolo[3,4-b]purine